C(CCCCCCC\C=C/CC=CCCCCC)OCCC 1-(cis-9,12-octadecadienyloxy)propane